OC1(CCN(CC1)C1=C(C=C(C=C1)C(F)(F)F)NC(=O)C=1OC(=CC1)C1CCOCC1)C N-(2-(4-hydroxy-4-methylpiperidin-1-yl)-5-(trifluoromethyl)-phenyl)-5-(tetrahydro-2H-pyran-4-yl)furan-2-carboxamide